2'-[1,4-phenylenebis(oxy-2,1-ethanediyloxy)]diethanol butyl-2-(2-(methylsulfonyl)-6-oxo-5-((3-phenylpropyl)amino)pyrimidin-1(6H)-yl)acetate C(CCC)C(C(=O)OCCOCCOC1=CC=C(C=C1)OCCOCCO)N1C(=NC=C(C1=O)NCCCC1=CC=CC=C1)S(=O)(=O)C